FC1=C(C(=C(C(=O)N)C=C1F)OC)[N+](=O)[O-] 4,5-difluoro-2-methoxy-3-nitrobenzamide